1-(2-Chloro-4-{1-phenyl-1H-pyrazolo[4,3-c]quinolin-3-yl}phenyl)-4-methylpiperazine ClC1=C(C=CC(=C1)C1=NN(C2=C1C=NC=1C=CC=CC21)C2=CC=CC=C2)N2CCN(CC2)C